3-(4-(2-((3-(1-((3S,6S,7aS,8aR,9aR)-6-amino-5-oxodecahydro-1H-cyclopropa[d]pyrrolo[1,2-a]azocine-3-carbonyl)azetidin-3-yl)pyridin-4-yl)(methyl)amino)ethoxy)phenyl)piperidine-2,6-dione N[C@H]1C[C@H]2[C@@H](C[C@@H]3N(C1=O)[C@@H](CC3)C(=O)N3CC(C3)C=3C=NC=CC3N(CCOC3=CC=C(C=C3)C3C(NC(CC3)=O)=O)C)C2